(1-(2-Methoxyquinolin-5-yl)cyclopropyl)-2-methyl-5-((1-methylazetidin-2-yl)methoxy)benzamide COC1=NC2=CC=CC(=C2C=C1)C1(CC1)C=1C(=C(C(=O)N)C=C(C1)OCC1N(CC1)C)C